O[C@@H](CONC(C1=C(C(=C(C=C1)F)F)NC1=C(C=C(C=C1)I)F)=O)CO N1-((R)-2,3-dihydroxypropoxy)-3,4-difluoro-2-(2-fluoro-4-iodo-phenylamino)-benzamide